C(=C/CCCCCCCCCC)/C(=C/C(=O)O)/C.ClC=1C(=NC(=NC1)NC=1C=C(C=CC1)NC(CC)=O)NC1=C(C=C(C=C1)N1CCN(CC1)C)OC N-(3-((5-chloro-4-((2-methoxy-4-(4-methylpiperazin-1-yl)phenyl)amino)pyrimidin-2-yl)amino)phenyl)propanamide (z)-3-dodecene-1-yl-(e)-2-butenoate